FC=1N=C(C2=C(N1)N(C=C2)[C@@H]2O[C@@H]([C@H]1OC(O[C@H]12)(C)C)CO)NC(C1=CC=CC=C1)=O N-(2-Fluoro-7-((3aR,4R,6R,6aR)-6-(hydroxymethyl)-2,2-dimethyltetrahydrofuro[3,4-d][1,3]dioxol-4-yl)-7H-pyrrolo[2,3-d]pyrimidin-4-yl)benzamide